diallyl cyclohex-4-ene-1,2-dicarboxylate C1(C(CC=CC1)C(=O)OCC=C)C(=O)OCC=C